3,4-dimethyl-4-hydroxy-8-nonene CC(CC)C(CCCC=C)(O)C